phenyl (3-methyl-4-morpholinophenyl)carbamate CC=1C=C(C=CC1N1CCOCC1)NC(OC1=CC=CC=C1)=O